ClC1=NC=C(C(=N1)NC1(CCC(CC1)O)C)C(=O)O 2-chloro-4-((4-hydroxy-1-methylcyclohexyl)amino)pyrimidine-5-carboxylic acid